hydroxy-8'-oxo-3'-phenyl-8'H-spiro[cyclopentane-1,5'-indolizine]-7'-carboxylic acid methyl ester COC(=O)C1=CC2(N3C(=CC(=C3C1=O)O)C1=CC=CC=C1)CCCC2